(S)-6-(2-methyl-3-(4-(tert-pentyl)phenyl)propyl)-2-thia-6-azaspiro[3.4]octane 2,2-dioxide C[C@H](CN1CC2(CS(C2)(=O)=O)CC1)CC1=CC=C(C=C1)C(C)(C)CC